BrC=1N=C(N2N=C(C=C(C21)C2CC=NN2C)N2[C@@H](COCC2)C)C2=CC=NN2 (R)-4-(5-bromo-4-(1-methyl-4H-pyrazol-5-yl)-7-(1H-pyrazol-5-yl)imidazo[1,5-b]pyridazin-2-yl)-3-methylmorpholine